C1(CC1)NC(=O)N1CC2=C(C=C(C=C2CC1)C=1C=C2C(=NC1)NC=C2C)[C@H]2N(CCC2)C(=O)OC(C)(C)C tert-butyl (S)-2-(2-cyclopropylcarbamoyl-6-(3-methyl-1H-pyrrolo[2,3-b]pyridin-5-yl)-1,2,3,4-tetrahydroisoquinolin-8-yl)pyrrolidine-1-carboxylate